benzyl 4-formylbicyclo[2.2.2]octane-1-carboxylate C(=O)C12CCC(CC1)(CC2)C(=O)OCC2=CC=CC=C2